4-[(E)-3-[4-[(2-Methylpropan-2-yl)oxycarbonylamino]phenyl]-3-oxoprop-1-enyl]benzoic acid CC(C)(C)OC(=O)NC1=CC=C(C=C1)C(/C=C/C1=CC=C(C(=O)O)C=C1)=O